2-((2-chloro-4-fluorophenyl)-amino)-4-(trifluoromethyl)benzoic acid ClC1=C(C=CC(=C1)F)NC1=C(C(=O)O)C=CC(=C1)C(F)(F)F